Methyl 5-[3-(2,2-dimethylpropoxy)-phenyl]-1-(1-methyl-1H-indazol-7-yl)-1H-pyrazole-3-carboxylate CC(COC=1C=C(C=CC1)C1=CC(=NN1C=1C=CC=C2C=NN(C12)C)C(=O)OC)(C)C